bismuth-yttrium [Y].[Bi]